Azetidin-1-yl(4-(4-(8-chloro-7-((2-methyl-1-((2-(trimethylsilyl)ethoxy)methyl)-1H-benzo[d]imidazol-6-yl)oxy)quinoxalin-2-yl)-1H-pyrazol-1-yl)piperidin-1-yl)methanone N1(CCC1)C(=O)N1CCC(CC1)N1N=CC(=C1)C1=NC2=C(C(=CC=C2N=C1)OC=1C=CC2=C(N(C(=N2)C)COCC[Si](C)(C)C)C1)Cl